4-((2-butyl-4-(2',3',4',5'-tetrahydro-[1,1'-biphenyl]-4-yl)-1H-benzo[d]imidazol-1-yl)methyl)benzoic acid C(CCC)C1=NC2=C(N1CC1=CC=C(C(=O)O)C=C1)C=CC=C2C2=CC=C(C=C2)C=2CCCCC2